S12SCCNCCNCC(CCCCCC=C1)NCCNCC2 dithia-5,8,20,23-tetraazabicyclo[8.7.6]tricos-16-ene